5-(2-chlorothiazol-5-ylmethyl)-3-methyl-4-nitroiminoperhydro-1,3,5-oxadiazine ClC=1SC(=CN1)CN1C(N(COC1)C)=N[N+](=O)[O-]